CCCCCCCCC(CCCCCCCC)OC(CCCCCCCN(CCCCCCCCOCCCCCCCCC=O)CCCCC(OC(CC(OC(CCCCN(CCCCCCCC(OCCCCCCCCC)=O)CCCCCCCC(=O)OC(CCCCCCCC)CCCCCCCC)=O)C)C)=O)=O Di(heptadecan-9-yl)8,8'-(26,28-dimethyl-l-1,24,30,43-tetraoxo-10,25,29,44-tetraoxa-19,35-diazatripentacontane-19,35-diyl)dioctanoate